ethyl 2-chloro-6-methoxynicotinate ClC1=C(C(=O)OCC)C=CC(=N1)OC